N-[3-(3-chloro-4-cyano-phenoxy)-2,2,4,4-tetramethyl-cyclobutyl]-2-(4-formyl-1-piperidyl)pyrimidine-5-carboxamide ClC=1C=C(OC2C(C(C2(C)C)NC(=O)C=2C=NC(=NC2)N2CCC(CC2)C=O)(C)C)C=CC1C#N